N1C=NC2=C1C=C(C=C2)C(=O)N2[C@@H](CCC2)/C=C/S(=O)(=O)NC(NC2=C1CCCC1=CC=1CCCC21)=O (S,E)-2-(1-(1H-benzo[d]imidazole-6-carbonyl)pyrrolidin-2-yl)-N-((1,2,3,5,6,7-hexahydro-s-indacen-4-yl)carbamoyl)ethene-1-sulfonamide